C(=CC=CCCCCCCCCCCCCCC)O (9Z,12Z)-octadecadienol